FC1=CC(=CC(=N1)NC1COC1)I 6-fluoro-4-iodo-N-(oxetan-3-yl)pyridin-2-amine